C(C)(=O)N(C=1C(=C(C(=C(C1I)C(=O)NCC(COC(C)=O)OC(C)=O)I)C(=O)NCC(COC(C)=O)OC(C)=O)I)CC(CO)O 5-[acetyl-(2,3-dihydroxypropyl)amino]-N,N'-bis(2,3-diacetoxypropyl)-2,4,6-triiodo-1,3-benzenedicarboxamide